NC1(CCN(CC1)C([C@@H](CCCCN)NC(C(CCCF)NC([C@@H](CC1=CC=CC=C1)NC([C@@H](CC1=CC=CC=C1)N)=O)=O)=O)=O)C(=O)O 4-amino-1-[(2R)-6-amino-2-[[2-[[(2R)-2-[[(2R)-2-amino-3-phenyl-propanoyl]amino]-3-phenyl-propanoyl]amino]-5-fluoro-pentanoyl]amino]hexanoyl]piperidine-4-carboxylic acid